OC(=O)C(F)(F)F.[C@H]12N(C[C@H](NC1)C2)C2C(NC(CC2)=O)=O 3-((1R,4R)-2,5-Diazabicyclo[2.2.1]heptan-2-yl)piperidine-2,6-dione TFA salt